tert-butyl (1R)-1-{[(S)-2-methylpropane-2-sulfinyl]amino}-7-azaspiro[3.5]nonane-7-carboxylate CC(C)(C)[S@](=O)N[C@@H]1CCC12CCN(CC2)C(=O)OC(C)(C)C